(R)-2-((2-aminopyrido[3,4-d]pyrimidin-4-yl)amino)-2-methylpentan-1-ol NC=1N=C(C2=C(N1)C=NC=C2)N[C@@](CO)(CCC)C